(2-chloro-5-methoxyphenyl)(3-methoxyphenyl)methanol ClC1=C(C=C(C=C1)OC)C(O)C1=CC(=CC=C1)OC